N-[3-(2-chloro-6-methyl-4-pyridinyl)-2-(3-cyanophenyl)pyrazolo[1,5-a]pyrimidin-5-yl]-3-hydroxy-3-methyl-butyramide ClC1=NC(=CC(=C1)C=1C(=NN2C1N=C(C=C2)NC(CC(C)(C)O)=O)C2=CC(=CC=C2)C#N)C